dioxepine O1OCC=CC=C1